[Na].C(C)N(C1=CC(=CC(=C1)OC)OC)CC(CS(=O)(=O)O)O N-ethyl-N-(2-hydroxy-3-sulfopropyl)-3,5-dimethoxyaniline sodium